7-[(2-thiopheneacetyl) amino]-5-thia-1-azabicyclo[4.2.0]oct-2-ene-2-carboxylate hydrochloride Cl.S1C(=CC=C1)CC(=O)NC1C2SCC=C(N2C1)C(=O)O